acetyl-4'-fluoro-2'-methoxy-4-trifluoromethyl-1,1'-biphenyl C(C)(=O)C1=C(C=CC(=C1)C(F)(F)F)C1=C(C=C(C=C1)F)OC